1-(3-(6-aminopyrimidin-4-yl)-2-(4-fluorophenyl)-6,7-dihydropyrazolo[1,5-a]pyrazin-5(4H)-yl)ethan-1-one 2-Phenoxyethyl-acrylate (2-phenoxyethyl-acrylate) O(C1=CC=CC=C1)CCC(C(=O)O)=C.O(C1=CC=CC=C1)CCOC(C=C)=O.NC1=CC(=NC=N1)C=1C(=NN2C1CN(CC2)C(C)=O)C2=CC=C(C=C2)F